Benzyl (2S,4R)-4-((1H-1,2,3-triazol-1-yl)methyl)-4-fluoro-1-((phenoxathiine-3-carbonyl)glycyl)pyrrolidine-2-carboxylate N1(N=NC=C1)C[C@]1(C[C@H](N(C1)C(CNC(=O)C=1C=CC=2SC3=CC=CC=C3OC2C1)=O)C(=O)OCC1=CC=CC=C1)F